Aminopropyl methacrylate C(C(=C)C)(=O)OCCCN